azocine N1=CC=CC=CC=C1